4-methoxy-3-({4-[({6-methyl-2-[methyl(methylsulfonyl)-amino]pyridin-3-yl}methyl)amino]-5-(trifluoromethyl)pyrimidin-2-yl}amino)benzamide COC1=C(C=C(C(=O)N)C=C1)NC1=NC=C(C(=N1)NCC=1C(=NC(=CC1)C)N(S(=O)(=O)C)C)C(F)(F)F